1-phenyl-7-(trifluoromethyl)quinazolin-2(1H)-one C1(=CC=CC=C1)N1C(N=CC2=CC=C(C=C12)C(F)(F)F)=O